FC(C(=O)O)(F)F.C(C)S1C(=NC(=C1C(=O)O)C)NC1=NC(=CC(=N1)NCC1=CC=C(C=C1)C#N)N1CCNCC1 ethyl-2-[[4-[[(4-cyanophenyl)methyl]amino]-6-(1-piperazinyl)-2-pyrimidinyl]amino]-4-methyl-5-thiazolecarboxylic acid trifluoroacetate